(2S)-2-[[3-chloro-5-(trifluoromethyl)benzoyl]amino]propionic acid ClC=1C=C(C(=O)N[C@H](C(=O)O)C)C=C(C1)C(F)(F)F